C(#N)C1=CC=2N(N=C1)C(=CC2)C2=NC=C(C(=O)NC[C@H](C(C)(C)O)F)C(=C2)NC2CCC(CC2)C=2N=NN(C2)C 6-(3-cyanopyrrolo[1,2-b]pyridazin-7-yl)-N-((R)-2-fluoro-3-hydroxy-3-methylbutyl)-4-(((1r,4R)-4-(1-methyl-1H-1,2,3-triazol-4-yl)cyclohexyl)amino)nicotinamide